C(#N)[C@H]1N(CCC1)C(CN1C[C@H](CC1)C1=C(C2=C(S1)C=CC=C2)C(=O)N)=O ((S)-1-(2-((S)-2-cyanopyrrolidin-1-yl)-2-oxoethyl)pyrrolidin-3-yl)benzo[b]thiophene-3-carboxamide